N1(CCCCC1)CC(CO)O 3-piperidinyl-1,2-propanediol